3-(4-(4-(((4-methoxybenzyl)sulfonyl)methyl)-1H-imidazol-1-yl)phenyl)-5-(trifluoromethyl)-1,2,4-oxadiazole COC1=CC=C(CS(=O)(=O)CC=2N=CN(C2)C2=CC=C(C=C2)C2=NOC(=N2)C(F)(F)F)C=C1